rac-(RS)-2-(4-methoxyphenyl)-4-methyl-3-(pyridin-4-yl)-4,5,6,7-tetrahydropyrazolo[1,5-a]pyrazine hydrochloride Cl.COC1=CC=C(C=C1)C1=NN2C([C@H](NCC2)C)=C1C1=CC=NC=C1 |r|